C(C)(C)(C)OC(=O)N1C[C@@H](CC1)OC1=CC=C(C=C1)Br (3R)-3-(4-bromophenoxy)pyrrolidine-1-carboxylic acid tert-butyl ester